(4-chlorophenyl)-3-((1S,3R)-3-hydroxycyclopentyl)-8-(pyridin-3-yl)pyrido[3,4-d]pyrimidin-4(3H)-one ClC1=CC=C(C=C1)C=1N(C(C2=C(N1)C(=NC=C2)C=2C=NC=CC2)=O)[C@@H]2C[C@@H](CC2)O